O1CCN(CC1)CCC=1C=CC(=C(C1)C=1C(=NC(=CC1)C=1C=NNC1)C(=O)N)N1CCCCC1 (5-(2-morpholinoethyl)-2-(piperidin-1-yl)phenyl)-6-(1H-pyrazol-4-yl)picolinamide